COC1=CC2=C(N=C(S2)C=2C=CC(=NC2)N2C[C@H](CC2)O)C=C1 (3S)-1-[5-(6-Methoxy-1,3-benzothiazol-2-yl)pyridin-2-yl]pyrrolidin-3-ol